O=C1NC(CCC1N1C(C2=CC=CC(=C2C1=O)O)=O)=O 2-(2,6-Dioxo-piperidin-3-yl)-4-hydroxy-isoindole-1,3-dione